O=C1N(CCC(N1)=O)C=1C=CC(=NC1)CN(C=1SC(=C(N1)C)C1=NC(=NC=C1F)NC=1C=C(C=CC1)S(=O)(=O)N)C 3-((4-(2-(((5-(2,4-dioxotetrahydropyrimidin-1(2H)-yl)pyridin-2-yl)methyl)(methyl)amino)-4-methylthiazol-5-yl)-5-fluoropyrimidin-2-yl)amino)benzenesulfonamide